OC=1C(C=2C=CC=C3C=CC(=C(C1)C23)C2=CC(=CC=C2)[N+](=O)[O-])=O 2-Hydroxy-4-(3-nitrophenyl)-1H-phenalen-1-one